C(C)OCOC=1C=C(C=O)C=CC1C1=NN=C(C2=CC=CC=C12)NC1CC(C1)(C)O 3-(ethoxymethoxy)-4-(4-(((1s,3s)-3-hydroxyl-3-methylcyclobutyl)amino)phthalazin-1-yl)benzaldehyde